ClC1=CC(=C(C(=C1)F)N1C[C@H](OCC1)C(C)C)F (R)-4-(4-chloro-2,6-difluorophenyl)-2-isopropylmorpholine